FC(C(C(F)(F)F)(O)C1=CC=C(C=C1)C1=CC=C(C=C1)CN1C[C@@H](N(CC1)CC1=CC=NC=C1)C(=O)OCCO)(F)F 2-hydroxyethyl (R)-4-((4'-(1,1,1,3,3,3-hexafluoro-2-hydroxypropan-2-yl)-[1,1'-biphenyl]-4-yl)methyl)-1-(pyridin-4-ylmethyl)piperazine-2-carboxylate